Methyl 2-((S)-1-(4-(6-((4-cyano-2-fluorobenzyl) oxy)-3-fluoropyridin-2-yl) piperazin-1-yl) ethyl)-1-(((S)-oxetan-2-yl) methyl)-1H-benzo[d]imidazole-6-carboxylate C(#N)C1=CC(=C(COC2=CC=C(C(=N2)N2CCN(CC2)[C@@H](C)C2=NC3=C(N2C[C@H]2OCC2)C=C(C=C3)C(=O)OC)F)C=C1)F